C=CC(CCCCCCC)=O 1-decen-3-one